2,4-dihydropyrrolo[3,4-b]Indole C=1NC=C2NC=3C=CC=CC3C21